CC1C(CC(CC1)=C(C)C)SC[C@H](N)C(=O)OCC1=CC=CC=C1 benzyl S-(2-methyl-5-(propan-2-ylidene)cyclohexyl)cysteinate